N1[C@@H]2[C@H](NCCC1)CCC2 (3R,5aR,8aS)-decahydrocyclopenta[b][1,4]diazepin